[W]=[Te].[Ca] calcium tungsten telluride